2-{[(E)-phenylmethylidene]amino}-3H-imidazole C1(=CC=CC=C1)\C=N\C1=NC=CN1